FC([C@H](C1=CC=CC=C1)NC(NC1=C(N=NN1C)C1=CC=C(C(=N1)C)NS(=O)(=O)C)=O)F (S)-N-(6-(5-(3-(2,2-difluoro-1-phenylethyl)ureido)-1-methyl-1H-1,2,3-triazol-4-yl)-2-methylpyridin-3-yl)methane-sulfonamide